O=C1NC(CCC1N1C(C2=CC(=C(C=C2C1)CN1CCN(CC1)C1=C(C=C(C=C1)NC(C1=CC(=C(C=C1)C)C#CC1=CN=C2N1N=CC=C2)=O)C(F)(F)F)F)=O)=O N-(4-(4-((2-(2,6-dioxopiperidin-3-yl)-6-fluoro-1-oxoisoindolin-5-yl)methyl)piperazin-1-yl)-3-(trifluoromethyl)phenyl)-3-(imidazo[1,2-b]pyridazin-3-ylethynyl)-4-methylbenzamide